N-(4-tetradecylphenyl)undecylenamide C(CCCCCCCCCCCCC)C1=CC=C(C=C1)NC(CCCCCCCCC=C)=O